NC=1C=2N(C=CN1)C(=NC2C2=CC=C(C=C2)OC2=CC=CC=C2)C21CCC(CC2)(C1)NC(OCC1=CC=CC=C1)=O benzyl (4-(8-amino-1-(4-phenoxyphenyl)imidazo[1,5-a]pyrazin-3-yl)bicyclo[2.2.1]heptan-1-yl)carbamate